(5-fluoro-2,4-dioxo-3,4-dihydropyrimidin-1(2H)-yl)methyl (R)-(2-(4-amino-2-octanamido-4-oxobutanamido)ethyl)(methyl)carbamate NC(C[C@H](C(=O)NCCN(C(OCN1C(NC(C(=C1)F)=O)=O)=O)C)NC(CCCCCCC)=O)=O